C(CCCCCCC\C=C/CCCCCCCC)(=O)O.OCC(O)CO.OCC(O)CO.OCC(O)CO.OCC(O)CO tetraglycerol monooleate